8-chloro-2-(4-pyridinyl)pyrido[3,4-d]Pyrimidine-4-ol ClC1=NC=CC2=C1N=C(N=C2O)C2=CC=NC=C2